1-(3,5-xylyl)-4-penten-1-ol C1(=CC(=CC(=C1)C)C)C(CCC=C)O